N,N-dimethyl-2-[hydroxy(imino)]-2-(methylthio)acetamide CN(C(C(SC)=NO)=O)C